C(C)C(C(C)(C)OC(C(CC)CC)(C)C)CC diethyl-tert.butylether